NC1=C(C(=NC=2N1N=C(C2CCC)C)NCCC2=NC(=CC=C2)C)C#N 7-amino-2-methyl-5-((2-(6-methylpyridin-2-yl)ethyl)amino)-3-propylpyrazolo[1,5-a]pyrimidine-6-carbonitrile